2,2-dimethyl-3-hydroxy-oxetane CC1(OCC1O)C